[Os](Cl)Cl.C1(=CC=C(C=C1)C)C(C)C para-cymene osmium (II) dichloride